2-(3-((2R,4s)-2-(4-methyl-4H-1,2,4-triazol-3-yl)-5-oxaspiro[3.4]oct-2-yl)phenyl)-6-(((1-methylcyclobutyl)amino)methyl)-4-(trifluoromethyl)isoindolin-1-one CN1C(=NN=C1)C1(CC2(C1)OCCC2)C=2C=C(C=CC2)N2C(C1=CC(=CC(=C1C2)C(F)(F)F)CNC2(CCC2)C)=O